C(C)C1(COC2(OC1)OCC(CO2)(COCC=C)CC)COCC=C 3,9-diethyl-3,9-di(allyloxymethyl)-1,5,7,11-tetraoxaspiro[5.5]undecane